N-(1'-(2-(1,1-Difluoroethyl)-6-(hydroxymethyl)pyrimidin-4-yl)-1',2'-dihydrospiro[cyclopropane-1,3'-pyrrolo[3,2-c]pyridin]-6'-yl)acetamide FC(C)(F)C1=NC(=CC(=N1)N1CC2(C=3C=NC(=CC31)NC(C)=O)CC2)CO